[(1S,2R,3S,4S,5R,6S)-3-acetoxy-2,6-diazido-5-[(2R,3R,6S)-3-azido-6-[[benzyl (benzyloxycarbonyl)amino]methyl]tetrahydropyran-2-yl]oxy-4-hydroxy-cyclohexyl] acetate C(C)(=O)O[C@@H]1[C@H]([C@@H]([C@H]([C@@H]([C@H]1N=[N+]=[N-])O[C@H]1O[C@@H](CC[C@H]1N=[N+]=[N-])CN(C(=O)OCC1=CC=CC=C1)CC1=CC=CC=C1)O)OC(C)=O)N=[N+]=[N-]